FC=1C=C(CC=2C=C3C(=NNC3=CC2)NC(C2=C(C=C(C=C2)N2CCC(CC2)N(C)CC2=CC(=C(C=C2)C2C(NC(CC2)=O)=O)F)NC2CCOCC2)=O)C=C(C1)F N-(5-(3,5-difluorobenzyl)-1H-indazol-3-yl)-4-(4-((4-(2,6-dioxopiperidin-3-yl)-3-fluorobenzyl)(methyl)amino)piperidin-1-yl)-2-((tetrahydro-2H-pyran-4-yl)amino)benzamide